2-(4-(tert-butyl)cyclohexyl)-2-(3,3-difluorobutyl)-1,3-dimethoxypropane C(C)(C)(C)C1CCC(CC1)C(COC)(COC)CCC(C)(F)F